N,N'-Dimethyl-N,N'-di-sec-butyl-p-phenylendi-amin CN(C1=CC=C(C=C1)N(C(C)CC)C)C(C)CC